(7S)-7-amino-7-[5-(5-cyclopropyl-pyrazin-2-yl)-1H-imidazol-2-yl]-1-(1,3-oxazol-2-yl)heptan-1-one N[C@@H](CCCCCC(=O)C=1OC=CN1)C=1NC(=CN1)C1=NC=C(N=C1)C1CC1